N-methylhydrazine-1-carbothioamide CNC(=S)NN